(R)-4-(4-bromo-2,3-difluorophenyl)-2-isopropylmorpholine BrC1=C(C(=C(C=C1)N1C[C@H](OCC1)C(C)C)F)F